L-3,4-dihydroxyphenylserine OC=1C=C(C=CC1O)N[C@@H](CO)C(=O)O